4-fluorohexanyl-benzenesulfonic acid FC(CCCC1=C(C=CC=C1)S(=O)(=O)O)CC